CS(=O)(=O)C1=CC=C(C=C1)C1=NN2C(=NC=3C=CC=CC3C2=N1)N[C@H]1CNCC1 (3R)-3-({2-[4-(methanesulfonyl)phenyl][1,2,4]triazolo[1,5-c]quinazolin-5-yl}amino)pyrrolidin